3-(3,4-difluoro-2-methoxyphenyl)-2-(2,4-dimethoxybenzyl)-5-phenyl-5-(trifluoromethyl)isoxazolidine FC=1C(=C(C=CC1F)C1N(OC(C1)(C(F)(F)F)C1=CC=CC=C1)CC1=C(C=C(C=C1)OC)OC)OC